(3-(methylamino)azetidin-1-yl)-6-(1H-pyrazol-3-yl)pyrimidin-2-amine CNC1CN(C1)C1=NC(=NC(=C1)C1=NNC=C1)N